2-(2,6-dichloro-4-(6-(difluoromethyl)-3,5-dioxo-4,5-dihydro-1,2,4-triazin-2(3H)-yl)benzyl)-5-hydroxy-N-((1r,3r)-3-hydroxycyclobutyl)pyridine-4-sulfonamide ClC1=C(CC2=NC=C(C(=C2)S(=O)(=O)NC2CC(C2)O)O)C(=CC(=C1)N1N=C(C(NC1=O)=O)C(F)F)Cl